C(C1=CC=CC=C1)OC1=CC=C(C=C1)[C@H](C)N (1S)-1-(4-benzyloxyphenyl)ethanamine